5-(4-aminobutyl)oxepin-2-one NCCCCC1=CCC(OC=C1)=O